8-bromo-3-tert-butyl-6-(4-chlorobenzyl)pyrido[2,3-d][1,2,4]triazolo[4,3-b]pyridazine BrC1=CC2=C(C=3N(N=C2CC2=CC=C(C=C2)Cl)C(=NN3)C(C)(C)C)N=C1